3-(4-fluorophenoxymethyl)-2-{[5-methyl-2-(1,3-thiazol-2-yl)phenyl]carbonyl}-2-azabicyclo[3.1.1]heptane FC1=CC=C(OCC2N(C3CC(C2)C3)C(=O)C3=C(C=CC(=C3)C)C=3SC=CN3)C=C1